tert-butyl (3-(3-(3-hydroxypyridin-2-yl)-1,2,4-oxadiazol-5-yl)phenyl)carbamate OC=1C(=NC=CC1)C1=NOC(=N1)C=1C=C(C=CC1)NC(OC(C)(C)C)=O